CC1C2(C3=C(C=CC(=C3C1)C)C)CCC(CC2)=O 2',4',7'-trimethyl-2',3'-dihydro-spiro[cyclohexane-1,1'-indene]-4-one